CCCCCC1=NN=NN1 methyl-4-(1H-tetrazol-5-yl)butan